(Z)-5-(4-hydroxyphenylmethylene)-3-(4-methoxyphenyl)-4-(4-(methylsulfonyl)phenyl)furan-2(5H)-one OC1=CC=C(C=C1)\C=C/1\C(=C(C(O1)=O)C1=CC=C(C=C1)OC)C1=CC=C(C=C1)S(=O)(=O)C